Cl.NC1CCC(CC1)CCO 2-((1r,4r)-4-aminocyclohexyl)ethan-1-ol HCl